N-[2-[(3,4-dimethoxyphenyl)methoxy]ethyl]-N,2-dimethyl-but-3-yn-2-amine COC=1C=C(C=CC1OC)COCCN(C(C)(C#C)C)C